2-nitro-4-amino-propoxybenzene CC(COC1=CC=C(C=C1)N)[N+](=O)[O-]